2-ethyl 2-(4-bromophenyl)pyrrolidine-1,2-dicarboxylate BrC1=CC=C(C=C1)C1(N(CCC1)C(=O)OCC)C(=O)[O-]